ClC1=C(C=CC=C1)C1=C2N(C(=NC1=O)NC)C=CC(=C2)C(F)F 4-(2-chlorophenyl)-6-(difluoromethyl)-1-(methylamino)-3H-pyrido[1,2-c]pyrimidin-3-one